ClC1=NC=CC(=C1O)B(O)O 2-CHLORO-3-HYDROXYPYRIDINE-4-BORONIC ACID